FC(C1=CC=C2C(=NC=3N(C2=C1)C=NN3)N)(F)F 8-(trifluoromethyl)-[1,2,4]triazolo[4,3-a]quinazolin-5-amine